(1S,3S)-3-(2,2-dichlorovinyl)-2,2-dimethylcyclopropanecarboxylic acid ClC(=C[C@H]1C([C@H]1C(=O)O)(C)C)Cl